((S)-2-amino-3-fluoropropyl)-2-(1-(cyclopropylmethyl)-7-((S)-2-hydroxy-2-(oxazol-5-yl)ethoxy)-1H-indol-2-yl)-3-methyl-3,5,6,7-tetrahydro-8H-imidazo[4,5-b][1,6]naphthyridin-8-one N[C@@H](CC1CNC(C=2C=C3C(=NC12)N(C(=N3)C=3N(C1=C(C=CC=C1C3)OC[C@@H](C3=CN=CO3)O)CC3CC3)C)=O)CF